endo-8-[3-(5-chloro-3-methoxyquinoxalin-6-yl)-5-methyl-1H-pyrazolo[3,4-b]pyrazin-6-yl]-8-azabicyclo[3.2.1]octan-3-amine ClC1=C2N=C(C=NC2=CC=C1C1=NNC2=NC(=C(N=C21)C)N2C1CC(CC2CC1)N)OC